NC1=NC=NN2C1=C(C=C2C2CCC(CC2)O)C2=C(C=C(C=C2)C2OCCN1C2=C(C(N1C1=NC=CC=C1)=O)C(=O)N)F (4-(4-amino-7-((1r,4r)-4-hydroxycyclohexyl)pyrrolo[2,1-f][1,2,4]triazin-5-yl)-3-fluorophenyl)-2-oxo-1-(pyridin-2-yl)-2,4,6,7-tetrahydro-1H-pyrazolo[5,1-c][1,4]oxazine-3-carboxamide